1-imidazo[1,2-a]pyrazin-8-yl-pyrrolidin-3-ylamine dihydrochloride salt Cl.Cl.N=1C=CN2C1C(=NC=C2)N2CC(CC2)N